CSC1CN(C1)C(=O)OC(C)(C)C tert-Butyl 3-(methylthio)azetidine-1-carboxylate